FC1=C(CNC=2NC(=C(N2)C=2C=C3C(=NNC3=CC2)[N+](=O)[O-])C2=NC(=CC=C2)C)C=CC=C1 N-(2-fluorobenzyl)-5-(6-methylpyridin-2-yl)-4-(3-nitro-1H-indazol-5-yl)-1H-imidazol-2-amine